4-((1-Ethyl-7-methoxy-1H-indazol-6-yl)amino)-N-(methyl-d3)-6-propionamidonicotinamide C(C)N1N=CC2=CC=C(C(=C12)OC)NC1=CC(=NC=C1C(=O)NC([2H])([2H])[2H])NC(CC)=O